3-(2-chloro-3-phenylanilino)-1-methylindazole ClC1=C(NC2=NN(C3=CC=CC=C23)C)C=CC=C1C1=CC=CC=C1